4-(4-fluorophenyl)-3,5-dioxo-2,3,4,5-tetrahydro-1,2,4-triazine-6-carboxylic acid ethyl ester C(C)OC(=O)C=1C(N(C(NN1)=O)C1=CC=C(C=C1)F)=O